N-(4-(1-cyanocyclopentyl)phenyl)-2-((2-sulfamoylethyl)amino)nicotinamide C(#N)C1(CCCC1)C1=CC=C(C=C1)NC(C1=C(N=CC=C1)NCCS(N)(=O)=O)=O